tert-butyl 3-(4-(1-(2,6-dioxopiperidin-3-yl)-3-methyl-2-oxo-2,3-dihydro-1H-benzo[d]imidazol-5-yl)phenyl)propanoate O=C1NC(CCC1N1C(N(C2=C1C=CC(=C2)C2=CC=C(C=C2)CCC(=O)OC(C)(C)C)C)=O)=O